Pyrrolidin-2-one TFA salt OC(=O)C(F)(F)F.N1C(CCC1)=O